(3E)-6-(propoxymethoxy)-3-hexenyllithium C(CC)OCOCC/C=C/CC[Li]